F[B-](F)(F)F.[K+] Kalium tetrafluoroborat